((2S,4R)-1-methyl-4-(trifluoromethoxy)pyrrolidin-2-yl)ethan-1-ol CN1[C@@H](C[C@H](C1)OC(F)(F)F)C(C)O